F[C@H]1C[C@H](N(C1)C(CN1C[C@@H](CC1)NC1=CC=NC2=CC=C(C=C12)Cl)=O)C#N (2S,4S)-4-fluoro-1-[2-[(3R)-3-[(6-chloro-4-quinolinyl)amino]pyrrolidin-1-yl]acetyl]pyrrolidine-2-carbonitrile